FC(C)(F)N1N=C(C(=C1)F)[S@@](=O)(N)=NC(NC1=C2C(=NC(=C1C)C(F)(F)F)CCC2)=O |o1:10| (R) or (S)-1-(1,1-Difluoroethyl)-4-fluoro-N'-((3-methyl-2-(trifluoromethyl)-6,7-dihydro-5H-cyclopenta[b]pyridin-4-yl)carbamoyl)-1H-pyrazole-3-sulfonimidamide